3-(2-Boronoethyl)-2-hydroxy-6-{[1-(1H-imidazole-4-carbonyl)azetidin-3-yl]oxy}benzoic acid B(O)(O)CCC=1C(=C(C(=O)O)C(=CC1)OC1CN(C1)C(=O)C=1N=CNC1)O